3,5-di-t-butyl-1,2-benzoquinone C(C)(C)(C)C=1C(C(C=C(C1)C(C)(C)C)=O)=O